C(C)(C)C1=NN(C(C2=CC=C(C=C12)C=C)=O)CC(=O)OC methyl 2-(4-isopropyl-1-oxo-6-vinyl-phthalazin-2-yl)acetate